monophenyl citraconate C(\C(\C)=C/C(=O)[O-])(=O)OC1=CC=CC=C1